tert-butyl (R)-2-((2'-(2-ethoxyphenyl)-1-(2-(trifluoromethyl)phenyl)-6'H-spiro[piperidine-4,5'-[1,7]naphthyridin]-7'(8'H)-yl)methyl)pyrrolidine-1-carboxylate C(C)OC1=C(C=CC=C1)C1=NC=2CN(CC3(C2C=C1)CCN(CC3)C3=C(C=CC=C3)C(F)(F)F)C[C@@H]3N(CCC3)C(=O)OC(C)(C)C